C(CC)(=O)OC1=CC=C2C=CCC2=C1 inden-6-yl propionate